isopentyltrimethyl-phosphonium bromide [Br-].C(CC(C)C)[P+](C)(C)C